6-(2-fluoro-2-methylpropyloxy)quinoline-4-carboxylic acid methyl ester COC(=O)C1=CC=NC2=CC=C(C=C12)OCC(C)(C)F